4-((4-((4-cyano-1H-imidazol-1-yl)methyl)-2,6-difluorobenzyl)oxy)phenyl sulfurofluoridate S(OC1=CC=C(C=C1)OCC1=C(C=C(C=C1F)CN1C=NC(=C1)C#N)F)(=O)(=O)F